The molecule is an oxo carboxylic acid that is propanal substituted by a carboxyethoxy group at position 2. It has a role as a metabolite. It is an oxo carboxylic acid, an ether and an aldehyde. CC(C=O)OC(C)C(=O)O